1-(2,3-Dihydrobenzo[b][1,4]dioxin-6-yl)-4-(furan-2-yl)butane-1,4-dione O1C2=C(OCC1)C=C(C=C2)C(CCC(=O)C=2OC=CC2)=O